1-(tert-butyl) 2-methyl (2S,3S,4R)-4-(([1,1'-biphenyl]-4-ylmethyl)amino)-3-hydroxypyrrolidine-1,2-dicarboxylate C1(=CC=C(C=C1)CN[C@H]1[C@@H]([C@H](N(C1)C(=O)OC(C)(C)C)C(=O)OC)O)C1=CC=CC=C1